((1H-imidazol-5-yl)methyl)-1-(7-chlorobenzo[d][1,3]dioxol-5-yl)methylamine N1C=NC=C1CNCC1=CC2=C(OCO2)C(=C1)Cl